C(C)(C)(C)NS(=O)(=O)C1=CC=C(C=C1)B(O)O 4-(TERT-BUTYLAMINOSULPHONYL)BENZENEBORONIC ACID